ClC1=CC=C(C(=N1)C(=O)OC)N[C@H](C)C1=C2N=C(C(=NC2=CC(=C1)C)C#N)N1CC(CCC1)(F)F methyl (R)-6-chloro-3-((1-(2-cyano-3-(3,3-difluoropiperidin-1-yl)-7-methylquinoxalin-5-yl)ethyl)amino)picolinate